C(C1=CC=CC=C1)OC(=O)N[C@H](C(=O)N[C@@H](CCC(=O)OC(C)(C)C)C(=O)NCCC(C)C)CC(=O)OC(C)(C)C tert-Butyl (S)-4-((S)-2-(((benzyloxy)carbonyl)amino)-4-(tert-butoxy)-4-oxobutanamido)-5-(isopentylamino)-5-oxopentanoate